phosphate-(2,2'-bipyridine) N1=C(C=CC=C1)C1=NC=CC=C1.P(=O)(O)(O)O